C(=CC)C1=CC=C(C=C1)C=1C=CC(=CC1)C=CC 2,2'-bis(propenyl)-5,5'-biphenyl